(E)-4-(dimethylamino)-N-(4-(4-(6-((4-fluorobenzyl)amino)-[2,3'-bipyridyl]-6'-yl)piperazine-1-carbonyl)phenyl)but-2-enamide CN(C/C=C/C(=O)NC1=CC=C(C=C1)C(=O)N1CCN(CC1)C1=CC=C(C=N1)C1=NC(=CC=C1)NCC1=CC=C(C=C1)F)C